ClC1=C[N]C(=[S]1)S(=O)(=O)CCC(=C(F)F)F 5-chloro-2-((3,4,4-trifluorobutan-3-en-1-yl)sulfonyl)-1lambda3,3λ2-Thiazole